7,7-difluoro-2-(methylthio)-6,7-dihydro-5H-cyclopenta[d]pyrimidin-4-ol FC1(CCC2=C1N=C(N=C2O)SC)F